COC1=C(C=CC(=C1)CCCCC)C1=C(C=CC(=C1OC)C)C(C)(C)O 2-(2',6-dimethoxy-5-methyl-4'-pentylbiphenyl-2-yl)propan-2-ol